C(#N)C1=CC(=C(C=C1)N1N=CC(=C1C(F)(F)F)C(=O)NC=1C=NC(=C(C1)C#N)N1N=CC=N1)C 1-(4-cyano-2-methylphenyl)-N-(5-cyano-6-(2H-1,2,3-triazol-2-yl)pyridin-3-yl)-5-(trifluoromethyl)-1H-pyrazole-4-carboxamide